rac-(2R,5S)-2-(2-amino-3-chlorophenyl)-5-(propan-2-yl)morpholine-4-carboxylic acid tert-butyl ester C(C)(C)(C)OC(=O)N1C[C@H](OC[C@@H]1C(C)C)C1=C(C(=CC=C1)Cl)N |r|